C1=CC=C2C=C3C=CC=C3C=C12 S-indacene